CN1CCC(CC1)NCC1=C(C=CC(=C1)C)OCC1=CC=C(C=C1)C(F)(F)F 1-methyl-N-(5-methyl-2-((4-(trifluoromethyl)benzyl)oxy)benzyl)piperidin-4-amine